C(C[C@H](C(=O)O)N)CP(=O)(O)O D-(-)-2-amino-5-phosphonopentanoic acid